C(NCCS(=O)(=O)O)C=1C(NC(N([C@H]2[C@H](O)[C@H](O)[C@@H](CO)O2)C1)=S)=O 5-taurinomethyl-2-thiouridine